3-(3,4,5-trimethoxyphenyl)-7-methoxy-8-acetoxycoumarin COC=1C=C(C=C(C1OC)OC)C=1C(OC2=C(C(=CC=C2C1)OC)OC(C)=O)=O